ClC1=CC(=C(C=C1)C1=NC(=CC2=C1N=CN(C2=O)C)N2C[C@H](CCC2)C=2C=NN(C2)C)F 8-(4-chloro-2-fluoro-phenyl)-3-methyl-6-[(3R)-3-(1-methylpyrazol-4-yl)-1-piperidyl]pyrido[3,4-d]pyrimidin-4-one